F[C@@]1(CN(CC[C@H]1O)C1=NC=CC(=N1)NC=1N=CC2=C(C=CC(=C2C1)C(C)C)N1[C@@H]([C@H](C1)CS(=O)(=O)C)C)C (3R,4R)-3-fluoro-1-(4-((5-Isopropyl-8-((2R,3S)-2-methyl-3-((methylsulfonyl)methyl)azetidin-1-yl)isoquinolin-3-yl)amino)pyrimidin-2-yl)-3-methylpiperidin-4-ol